trans-2-heptene-1,1-dicarboxylic acid C(\C=C\CCCC)(C(=O)O)C(=O)O